3-(benzyloxy)-4-nitrobenzoic acid methyl ester COC(C1=CC(=C(C=C1)[N+](=O)[O-])OCC1=CC=CC=C1)=O